(S)-4-(2-Amino-2-methylpropanoyl)-N-(1-(4-(2-amino-3-(3-aminoazetidin-1-yl)-3-oxopropyl)phenyl)-2-oxo-1,2-dihydropyrimidin-4-yl)piperazine-1-carboxamide hydrochloride salt Cl.NC(C(=O)N1CCN(CC1)C(=O)NC1=NC(N(C=C1)C1=CC=C(C=C1)C[C@@H](C(=O)N1CC(C1)N)N)=O)(C)C